N-([1,2,4]triazolo[4,3-a]pyridin-3-yl)-2-((1-(2-cyanophenyl)piperidin-4-yl)(methyl)amino)acetamide N=1N=C(N2C1C=CC=C2)NC(CN(C)C2CCN(CC2)C2=C(C=CC=C2)C#N)=O